2-(((1r,4r)-4-(((3,4-difluorophenyl)(3-fluorophenyl)carbamoyl-oxy)methyl)cyclohexyl)methoxy)acetic acid FC=1C=C(C=CC1F)N(C(=O)OCC1CCC(CC1)COCC(=O)O)C1=CC(=CC=C1)F